tert-butyl N-[6-benzyloxy-12-(dimethylcarbamoyl)-6,15-bis(trifluoromethyl)-19-oxa-3,4,13,18-tetrazatricyclo[12.3.1.12,5]nonadeca-1(17),2,4,9,14(18),15-hexaen-17-yl]carbamate C(C1=CC=CC=C1)OC1(C2=NN=C(C3=C(C=C(C(NC(CC=CCC1)C(N(C)C)=O)=N3)C(F)(F)F)NC(OC(C)(C)C)=O)O2)C(F)(F)F